3-chloro-1-(4-methoxybenzyl)-4-phenylazetidin-2-one ClC1C(N(C1C1=CC=CC=C1)CC1=CC=C(C=C1)OC)=O